ethyl 3-(1-(4-chlorobenzyl)-3-(3,3-dimethylbutyryl)-5-isopropyl-1H-indol-2-yl)-2,2-dimethylpropionate ClC1=CC=C(CN2C(=C(C3=CC(=CC=C23)C(C)C)C(CC(C)(C)C)=O)CC(C(=O)OCC)(C)C)C=C1